S1C(=NC2=C1C=CC=C2)NC(=O)C=2C=CC=C1CCN(CC21)C2=CC=C(C(=N2)C(=O)OC(C)(C)C)C2=C(C(=CC=C2)OCCCC2CCN(CC2)CC(=O)OCC)C tert-Butyl 6-(8-(benzo[d]thiazol-2-ylcarbamoyl)-3,4-dihydroisoquinolin-2(1H)-yl)-3-(3-(3-(1-(2-ethoxy-2-oxoethyl)piperidin-4-yl)propoxy)-2-methylphenyl)picolinate